OC=1C(=C(C2=C(CCC(O2)(C)COC2=CC=C(C=C2)CC2C(NC(S2)=O)=O)C1C)C)C 5-[[4-[(3,4-dihydro-6-hydroxy-2,5,7,8-tetramethyl-2H-1-benzopyran-2-yl)methoxy]phenyl]methyl]-2,4-thiazolidinedione